N=1N=CN2C1SC=C2 thiazolo[2,3-c]-1,2,4-triazole